[Li].C(C)[Si](N[Si](CC)(CC)CC)(CC)CC hexaethyldisilazane, lithium salt